C(C)(C)(C)C=1N(C=CN1)CC1=C(C=C(C=C1)C=1C(=CC=C(C1)CC(C)C)S(=O)(=O)NC=1N=NC(=CC1)OC)F 4'-((2-(tert-butyl)-1H-imidazol-1-yl)methyl)-3'-fluoro-5-isobutyl-N-(6-methoxypyridazin-3-yl)-[1,1'-biphenyl]-2-sulfonamide